C1(CC1)CC(=O)NC=1SC(=NN1)N1CCC(CC1)NC=1SC(=NN1)NC(CC1=CC=CC=C1)=O 2-Cyclopropyl-N-[5-(4-{[5-(2-phenylacetamido)-1,3,4-thiadiazol-2-yl]amino}piperidin-1-yl)-1,3,4-thiadiazol-2-yl]acetamide